[2H]C1=C(C2=C(C(=C1[2H])O)N=C(C(=C2O)[2H])C(=O)O)[2H] xanthurenic acid-d4